C1=NC=CC=2C(=C3C(=CC12)CCCC3)S(=O)(=O)N 6,7,8,9-tetrahydrobenzo[g]Isoquinoline-5-sulfonamide